N-(8,9-difluoro-6-oxo-1,4,5,6-tetrahydro-2H-pyrano[3,4-c]isoquinolin-1-yl)-1-(4-fluorophenyl)-N-methyl-1H-pyrazole-4-carboxamide FC=1C(=CC=2C3=C(NC(C2C1)=O)COCC3N(C(=O)C=3C=NN(C3)C3=CC=C(C=C3)F)C)F